Racemic-N-(1-(6,7-difluoro-1-oxo-1,2-dihydroisoquinolin-4-yl)ethyl)-5,5-difluoro-N-methyl-4,5,6,7-tetrahydro-1H-indole-2-carboxamide FC=1C=C2C(=CNC(C2=CC1F)=O)[C@@H](C)N(C(=O)C=1NC=2CCC(CC2C1)(F)F)C |r|